FC1=C(C=CC=C1)C1(CC(C1)C(=O)OC)O methyl 3-(2-fluorophenyl)-3-hydroxycyclobutane-1-carboxylate